N-((3S,4S)-3-((8-(cyclopropylmethoxy)-6-(2,6-dichloro-3,5-dimethoxyphenyl)pyrido[3,4-d]pyrimidin-2-yl)amino)tetrahydro-2H-pyran-4-yl)acrylamide C1(CC1)COC1=NC(=CC2=C1N=C(N=C2)N[C@@H]2COCC[C@@H]2NC(C=C)=O)C2=C(C(=CC(=C2Cl)OC)OC)Cl